CC1(COC1)COC1=CC2=C(N(C=N2)C2=NC3=C(C=CC=C3C=C2)C2CN(C2)C(=O)OC(C)(C)C)C=C1 tert-butyl 3-[2-[5-[(3-methyloxetan-3-yl)methoxy]benzimidazol-1-yl]-8-quinolyl]azetidine-1-carboxylate